Benzidine C1(=CC=C(N)C=C1)C1=CC=C(N)C=C1